ClC=1C=C(C=NC1N1N=CC=N1)C1=NN(C(=C1C(=O)N)C(F)(F)F)C1=CC=CC=2N1C=CN2 (5-chloro-6-(2H-1,2,3-triazol-2-yl)pyridin-3-yl)-1-(imidazo[1,2-a]pyridin-5-yl)-5-(trifluoromethyl)-1H-pyrazole-4-carboxamide